O=C1NC(CCC1N1C(C2=CC=C(C=C2C1)CN1C(C=CC2=CC=CC(=C12)C)C1=CC=CC=C1)=O)=O N-((2-(2,6-dioxopiperidin-3-yl)-1-oxoisoindolin-5-yl)methyl)-8-methyl-2-phenylquinoline